ClC1=CC=C(CN(S(=O)(=O)C)C2=NN=C(S2)NC(C2=C(C=NC=C2)C2=C(C=CC=C2)OC)=O)C=C1 N-(5-(N-(4-chlorobenzyl)methyl-sulfonamido)-1,3,4-thiadiazol-2-yl)-3-(2-methoxyphenyl)isonicotinamide